2-(4-acetoxyphenyl)ethanol C(C)(=O)OC1=CC=C(C=C1)CCO